CN(C(=O)C1=CC2=C(N=C(N=C2)NC2=NC=C(C=C2)N2CCN(CC2)CC(C)(C)O)N1C1CCCC1)C 7-Cyclopentyl-2-{5-[4-(2-hydroxy-2-methylpropyl)-piperazin-1-yl]-pyridin-2-ylamino}-7H-pyrrolo[2,3-d]pyrimidine-6-carboxylic acid dimethylamide